C(C1=CC=CC=C1)OC(=O)N[C@@H](CCCC(=O)OC(C)(C)C)C(=O)N[C@H](C(=O)NCC1=C(C(=CC(=C1)OCCCCNC(=O)OC(C)(C)C)C)C)CCC1=CC=CC=C1 (S)-tert-butyl 5-(((benzyloxy)carbonyl) amino)-6-(((S)-1-((5-(4-((tert-butoxycarbonyl) amino)butoxy)-2,3-dimethylbenzyl)amino)-1-oxo-4-phenylbutan-2-yl)amino)-6-oxohexanoate